FC1=C(CNC(=O)C23CC4(CC(CC(C2)C4)C3)C3=CC=C(C=C3)Cl)C=CC(=C1)C(F)(F)F 3-(4-Chloro-phenyl)-adamantane-1-carboxylic acid 2-fluoro-4-trifluoromethyl-benzylamide